CN(C1=C2NC=NC2=NC=N1)C N,N-dimethyl-7H-purin-6-amine